14-iodo-4,6,8,10,12-pentamethylpentadecyl butoxymethyl ether C(CCC)OCOCCCC(CC(CC(CC(CC(CC(C)I)C)C)C)C)C